(4-bromo-1-methyl-1H-pyrazol-3-yl)-3-fluoropyridine BrC=1C(=NN(C1)C)C1=NC=CC=C1F